1,4-dioxaspiro[4.5]decan-8-ylmethanol O1CCOC12CCC(CC2)CO